tert-butyl N-[2-[2-[tert-butyl (dimethyl) silyl] oxyethyl-methyl-amino] ethyl]-N-methyl-carbamate [Si](C)(C)(C(C)(C)C)OCCN(CCN(C(OC(C)(C)C)=O)C)C